The molecule is the ethyl ester of (2E,4E)-3,7,11-trimethyldodeca-2,4-dienoic acid It has a role as a juvenile hormone mimic. It is a farnesane sesquiterpenoid and an ethyl ester. CCOC(=O)/C=C(\\C)/C=C/CC(C)CCCC(C)C